NC=1N=CC(=NC1C=1C=NSC1)C=1C=C(C=CC1C)C(CO)(C(F)(F)F)O 2-(3-(5-Amino-6-(isothiazol-4-yl)pyrazin-2-yl)-4-methylphenyl)-3,3,3-trifluoropropane-1,2-diol